S(CCC(=O)OCCCCCCCCCC)CCC(=O)OCCCCCCCCCC didecyl 3,3'-thiodipropionate